F[Sb-](F)(F)(F)(F)F.C(C)(C)(C)C1=CC=C(C=C1)[I+]C1=CC=C(C=C1)C(C)(C)C bis(4-tert-butylphenyl)-iodonium hexafluoroantimonate